ClC(OC1=CC=C(C=C1)NC1=NC=CC=C1C1=NN=CO1)(F)F 5-(2-((4-(chlorodifluoromethoxy)phenyl)amino)pyridin-3-yl)-1,3,4-oxadiazole